NC=1N=NC=CN1 3-amino-1,2,4-triazine